8-((3S,5R)-4-propenoyl-3,5-dimethylpiperazin-1-yl)-3,11-bis(4-fluorophenyl)-10-(trifluoromethyl)-3,4-dihydro-2H,6H-[1,4]thiazepino[2,3,4-ij]quinazolin-6-one C(C=C)(=O)N1[C@H](CN(C[C@H]1C)C1=NC(N2C3=C(C(=C(C=C13)C(F)(F)F)C1=CC=C(C=C1)F)SCC(C2)C2=CC=C(C=C2)F)=O)C